5-chloro-7-(morpholin-4-yl)-1H-indazole ClC=1C=C2C=NNC2=C(C1)N1CCOCC1